7-[2-[[[(2S,4R)-1-[(2S)-2-[(1-fluorocyclopropanecarbonyl)amino]-3,3-dimethyl-butanoyl]-4-hydroxypyrrolidine-2-carbonyl]amino]methyl]-5-(4-methylthiazol-5-yl)phenoxy]heptanoic acid FC1(CC1)C(=O)N[C@H](C(=O)N1[C@@H](C[C@H](C1)O)C(=O)NCC1=C(OCCCCCCC(=O)O)C=C(C=C1)C1=C(N=CS1)C)C(C)(C)C